1,2-dichloro-3-fluoro-4-iodobenzene ClC1=C(C(=C(C=C1)I)F)Cl